C(C=C)OCCCOC=1C=C(C=C(C1OC)OC)[C@@H](C(=O)N1[C@H](CCCC1)C(=O)O[C@@H](CCC1=CC(=C(C=C1)OC)OC)C1=CC(=CC=C1)OCC=C)C1CCCCC1 (S)-(R)-1-(3-(allyloxy)phenyl)-3-(3,4-dimethoxyphenyl)propyl 1-((S)-2-(3-(3-(allyloxy)propoxy)-4,5-dimethoxyphenyl)-2-cyclohexylacetyl)piperidine-2-carboxylate